(5,6,7,8-tetrahydro-1,6-naphthyridine-2-yl) phosphonate P(OC1=NC=2CCNCC2C=C1)([O-])=O